FC(C1=C(C=C(C=C1F)F)F)(F)F 2-trifluoromethyl-1,3,5-trifluorobenzene